Bis[2-(succinimidyloxycarbonyl) ethyl] sulfone C1(CCC(N1OC(=O)CCS(=O)(=O)CCC(=O)ON1C(CCC1=O)=O)=O)=O